ClC1=CC=CC=2[Se]NS(C21)(=O)C 7-chloro-1-methylbenzo[d][1,3,2]thiaselenazol-1-one